4-(2,4-Dichlorophenyl)-5-(4-((1-(3-fluoropropyl)azetidin-3-yl)methyl)phenyl)-2,3-dihydrobenzo[b]thiepin ClC1=C(C=CC(=C1)Cl)C1=C(C2=C(SCC1)C=CC=C2)C2=CC=C(C=C2)CC2CN(C2)CCCF